(1-(2-methoxyethyl)azetidin-3-yl)methylamine trifluoroacetate salt FC(C(=O)O)(F)F.COCCN1CC(C1)CN